BrC1=NN(C=C1NC(C1=C(C=C(C=C1)C1=NOC(C1)(C(F)(F)F)C1=CC(=CC(=C1)Cl)Cl)C)=O)C N-(3-bromo-1-methyl-1H-pyrazol-4-yl)-4-(5-(3,5-dichlorophenyl)-5-(trifluoromethyl)-4,5-dihydroisoxazol-3-yl)-2-methylbenzamide